CCCCC[C@@H](C(=O)O)N S-2-AMINOHEPTANOIC ACID